1-(6,7-dihydro-4H-thieno[3,2-c]pyran-4-yl)-N-methylcyclohexylamine S1C=CC=2C(OCCC21)C2(CCCCC2)NC